OC1(N=CC=N1)C 2-hydroxy-2-methylimidazole